C1(=CC(=CC(=C1)C)C)P(C1=C(C2=CC=CC=C2C=C1)C1=C(C=CC2=CC=CC=C12)P(C1=CC(=CC(=C1)C)C)C1=CC(=CC(=C1)C)C)C1=CC(=CC(=C1)C)C (S)-(+)-2,2'-bis[di(3,5-xylyl)phosphino]-1,1'-binaphthyl